2-{4-[12-ethyl-4-(pyrimidin-5-yl)-8,11,13,14,16-pentaaza-tetracyclo[8.6.0.02,7.011,15]-hexadec-1(10),2,4,6,8,12,14-heptaen-16-yl]Phenyl}-2-methylpropanenitrile C(C)C=1N2C=3C=NC4=CC=C(C=C4C3N(C2=NN1)C1=CC=C(C=C1)C(C#N)(C)C)C=1C=NC=NC1